C(C(=C)C)(=O)OC(C)O[Si](OCC)(OCC)CCC methacryloyloxy-propyl-triethoxy-silane